(R)-tert-butyl 4-(5-(4-amino-3-(4-((5-fluoro-2-methoxybenzamido)methyl)phenyl)-1H-pyrazolo[3,4-d]pyrimidin-1-yl)pyridin-2-yl)-3-methylpiperazine-1-carboxylate NC1=C2C(=NC=N1)N(N=C2C2=CC=C(C=C2)CNC(C2=C(C=CC(=C2)F)OC)=O)C=2C=CC(=NC2)N2[C@@H](CN(CC2)C(=O)OC(C)(C)C)C